Cl.Cl.CN(C([C@H](N)C)=O)C N,N-dimethyl-D-alaninamide dihydrochloride